ClC=1N=C(C2=C(N1)N=C(C(=C2)C2(CC2)C#N)OC)N[C@H](C)C2=C(C(=CC=C2)C(F)F)F (R)-1-(2-chloro-4-((1-(3-(difluoromethyl)-2-fluorophenyl)ethyl)amino)-7-methoxypyrido[2,3-d]pyrimidin-6-yl)cyclopropane-1-carbonitrile